FC1=CC(=CC=2C=COC21)C=2C(=NC(=CN2)CC(COC)COC)N2CCC(CC2)C(=O)O 1-(3-(7-fluoro-benzofuran-5-yl)-6-(3-methoxy-2-(methoxymethyl)propyl)pyrazin-2-yl)piperidine-4-carboxylic acid